CON(C(=O)C1(CN(C1)C(=O)OC(C)(C)C)C)C Tert-butyl 3-(methoxy (methyl) carbamoyl)-3-methylazetidine-1-carboxylate